NC=C(C(=O)N(C)C1=CC(=C(C=C1)F)Cl)NC1=NC(=CC(=C1)C(F)(F)F)C 3-amino-N-(3-chloro-4-fluorophenyl)-N-methyl-2-((6-methyl-4-(trifluoromethyl)pyridin-2-yl)amino)acrylamide